N-(5-(5-chlorothien-2-yl)-1,3,4-oxadiazol-2-yl)-3-(3,4-dichlorophenyl)propanamide ClC1=CC=C(S1)C1=NN=C(O1)NC(CCC1=CC(=C(C=C1)Cl)Cl)=O